(3R,4R)-1-cyclopentyl-4-{[3-(2,4-difluoro-phenyl)-isoxazole-5-carbonyl]-amino}-piperidine-3-carboxylic acid ((1S,2R)-2-phenyl-cyclopropyl)-amide C1(=CC=CC=C1)[C@@H]1[C@H](C1)NC(=O)[C@@H]1CN(CC[C@H]1NC(=O)C1=CC(=NO1)C1=C(C=C(C=C1)F)F)C1CCCC1